COC=1C(=NC=C(N1)C)N(S(=O)(=O)C=1C(=NC=CC1)C#CC=1C=C2C(OCC2=CC1C)(C)C)COCC[Si](C)(C)C N-(3-methoxy-5-methylpyrazin-2-yl)-2-((3,3,6-trimethyl-1,3-dihydroisobenzofuran-5-yl)ethynyl)-N-((2-(Trimethylsilyl)ethoxy)methyl)pyridine-3-sulfonamide